ethyl 5-(N-(2-(4-(3-bromothiophene-2-carbonyl) piperazin-1-yl) phenyl)-N-(3-methoxyphenethyl) sulfamoyl)-3-methylbenzothiophene-2-carboxylate BrC1=C(SC=C1)C(=O)N1CCN(CC1)C1=C(C=CC=C1)N(S(=O)(=O)C=1C=CC2=C(C(=C(S2)C(=O)OCC)C)C1)CCC1=CC(=CC=C1)OC